C(C)(=O)C=1C(=NC=CN1)C=1OCC(NN1)=O 2-(3-acetylpyrazin-2-yl)-4H-1,3,4-oxadiazin-5-one